CCCCCC(=O)C The molecule is a dialkyl ketone with methyl and pentyl as the alkyl groups. It has a role as a pheromone and a mouse metabolite. It is a dialkyl ketone and a methyl ketone.